C1(=C2N(C=N1)CCC2)C(C(=O)NC=2SC=CN2)N2C(C1=CC(=CC(=C1C2)F)C2=CC=C(C=C2)CC2CCNCC2)=O 2-(6,7-dihydro-5H-pyrrolo[1,2-c]imidazol-1-yl)-2-[4-fluoro-1-oxo-6-[4-(4-piperidylmethyl)phenyl]isoindolin-2-yl]-N-thiazol-2-yl-acetamide